4-[5-amino-6-(2-chloro-3,6-difluoro-benzyloxy)-pyrazin-2-yl]-N-(1-methyl-piperidin-4-yl)-benzamide NC=1N=CC(=NC1OCC1=C(C(=CC=C1F)F)Cl)C1=CC=C(C(=O)NC2CCN(CC2)C)C=C1